C(C)(C)(C)C12C(C3C(C=C1)(O)S3)S2 para-(tertbutyl)phenol disulfide